2,2',2''-[10-(1-carboxy-2-{4-[2-(2-ethoxyethoxy)ethoxy]phenyl}ethyl)-1,4,7,10-tetraazacyclododecane-1,4,7-triyl]tris(4-hydroxybutyric acid) C(=O)(O)C(CC1=CC=C(C=C1)OCCOCCOCC)N1CCN(CCN(CCN(CC1)C(C(=O)O)CCO)C(C(=O)O)CCO)C(C(=O)O)CCO